(S)-3-((4-((2-(2-cyano-4,4-difluoropyrrolidin-1-yl)-2-oxoethyl)carbamoyl)quinoline-6-yl)oxy)-N-(fluoromethyl)-N,N-dimethylpropan-1-aminium benzenesulfonate C1(=CC=CC=C1)S(=O)(=O)[O-].C(#N)[C@H]1N(CC(C1)(F)F)C(CNC(=O)C1=CC=NC2=CC=C(C=C12)OCCC[N+](C)(C)CF)=O